3-[1-(3-bromophenyl)-3-methyl-cyclobutyl]-4-methyl-1,2,4-triazole BrC=1C=C(C=CC1)C1(CC(C1)C)C1=NN=CN1C